(6-(4-amino-4-methylpiperidin-1-yl)-2-((2,3-dichloropyridin-4-yl)thio)imidazo[2,1-b][1,3,4]thiadiazol-5-yl)methanol NC1(CCN(CC1)C=1N=C2SC(=NN2C1CO)SC1=C(C(=NC=C1)Cl)Cl)C